3-mercaptobenzenemethanol SC=1C=C(C=CC1)CO